ClC=1N=C2C(=C(C(N(C2=CC1)C)=O)C#N)N1CCC(CC1)OC1=CC(=CC(=C1)F)Cl 6-chloro-4-(4-(3-chloro-5-fluorophenoxy)piperidin-1-yl)-1-methyl-2-oxo-1,2-dihydro-1,5-naphthyridine-3-carbonitrile